2-{4-[(3S)-3-amino-3-methylpyrrolidin-1-yl]-5-(3-cyano-4-fluorophenyl)pyridin-3-yl}-1H-1,3-benzodiazole-7-carbonitrile N[C@@]1(CN(CC1)C1=C(C=NC=C1C1=CC(=C(C=C1)F)C#N)C1=NC2=C(N1)C(=CC=C2)C#N)C